3-Bromo-1-(3-fluoro-5-methoxyphenyl)-5-(2-methylprop-1-en-1-yl)pyrazole BrC1=NN(C(=C1)C=C(C)C)C1=CC(=CC(=C1)OC)F